FC1=C(C=CC=C1C1=C(C(=NC=C1)C1=CC(=C(C=C1)C=O)OC)F)C1=NC(=C(C=O)C=C1)OC (2-fluoro-3-(3-fluoro-2-(4-formyl-3-methoxyphenyl)pyridin-4-yl)phenyl)-2-methoxynicotinaldehyde